5-(6-(1-((1S,2S,3S,5R)-2-fluoro-1-methyl-9-azabicyclo[3.3.1]nonan-3-yl)vinyl)-1,2,4-triazin-3-yl)-2-(1H-imidazol-1-yl)pyridin-4-ol F[C@@H]1[C@@]2(CCC[C@H](C[C@H]1C(=C)C1=CN=C(N=N1)C=1C(=CC(=NC1)N1C=NC=C1)O)N2)C